2-(3-bromophenyl)-5-methylpyrido[3,4-d]Pyrimidin-8-amine BrC=1C=C(C=CC1)C=1N=CC2=C(N1)C(=NC=C2C)N